(S)-3-((S)-8-oxo-1,2,3,4,4a,5,8,10-octahydro-9H-pyrazino[1',2':4,5][1,4]oxazino[2,3-f]isoindol-9-yl)piperidine-2,6-dione hydrochloride Cl.O=C1N(CC2=CC3=C(C=C12)OC[C@H]1N3CCNC1)[C@@H]1C(NC(CC1)=O)=O